Cl.NC(CCC(=O)O)CCC.C[Si](CCOCC1=NNC=C1)(C)C [2-(trimethylsilyl)ethoxy]methyl-pyrazole 2-Aminopentanyl-acetate hydrochloride